O=C(CN1CCC(CC1)C(=O)NC1=CC(=CC=C1)C(F)(F)F)N1CCC2(CCNC2=O)CC1 (2-oxo-2-(1-oxo-2,8-diazaspiro[4.5]decan-8-yl)ethyl)-N-(3-(trifluoromethyl)phenyl)piperidine-4-carboxamide